3-(1-(t-butoxycarbonyl)azetidin-2-yl)acrylic acid C(C)(C)(C)OC(=O)N1C(CC1)C=CC(=O)O